(R)-2-((1-(3-(1-acetyl-1,2,3,6-tetrahydropyridin-4-yl)-2-cyano-7-methylquinoxalin-5-yl)ethyl)amino)benzoic acid C(C)(=O)N1CCC(=CC1)C=1C(=NC2=CC(=CC(=C2N1)[C@@H](C)NC1=C(C(=O)O)C=CC=C1)C)C#N